C(C)(C)(C)OC(=O)CN1CCNCCCN(CCN(CCC1)CCCCCCCCCCNC(=O)OC(C)(C)C)CC(=O)OC(C)(C)C 4,11-bis(tert-butoxycarbonylmethyl)-8-[10-(t-butoxycarbonylamino)decyl]-1,4,8,11-tetraazacyclotetradecane